C(CC(O)(C(=O)NC1=CC=CC=C1)CC(=O)NC1=CC=CC=C1)(=O)O citranilic acid